COC=1C=C2C=CN(C2=CC1)S(=O)(=O)C1=CC=C(C=C1)/C=C/C(=O)O (E)-3-(4-((5-Methoxy-1H-indol-1-yl)sulfonyl)phenyl)acrylic acid